NC=1C=C(C#N)C=CC1OCCC(F)(F)F 3-amino-4-(3,3,3-trifluoropropoxy)benzonitrile